4-(4-(2,6-bis(benzyloxy)pyridin-3-yl)phenyl)piperazine C(C1=CC=CC=C1)OC1=NC(=CC=C1C1=CC=C(C=C1)N1CCNCC1)OCC1=CC=CC=C1